O[C@H]1[C@@H](CCC=2C=C(C=NC12)C#N)[C@@H]1N2C(C3=CC=CC=C13)=CN=C2 (7S,8S)-8-Hydroxy-7-((S)-5H-imidazo[5,1-a]isoindol-5-yl)-5,6,7,8-tetrahydrochinolin-3-carbonitril